ClC=1C=C(C=C2C(=C(C=NC12)C#N)NCC(C)(C)C)N[C@@H](C=1C(=NC(=CC1)F)C)C=1N=NN(C1)C(C)(C)C1CC1 (S)-8-chloro-6-(((1-(2-cyclopropylpropan-2-yl)-1H-1,2,3-triazol-4-yl)(6-fluoro-2-methylpyridin-3-yl)methyl)amino)-4-(neopentylamino)quinoline-3-carbonitrile